C(C)OC(=O)C=1C(=NC(=NC1SC)C1=CC=CC=C1)O 4-Hydroxy-6-(methylthio)-2-phenylpyrimidine-5-carboxylic acid ethyl ester